CC1=NC=C(C=C1NC(=O)C=1N=NN2C1C=CC(=C2)C=2C=NC=CC2C)NC(CN2[C@H](CCC2)C)=O N-[2-methyl-5-[[2-[(2S)-2-methylpyrrolidin-1-yl]acetyl]amino]-3-pyridyl]-6-(4-methyl-3-pyridyl)triazolo[1,5-a]pyridine-3-carboxamide